FC(C1=NN=C(O1)C=1C=CC(=NC1)CN1C(OC2=C1C=C(C(=C2)N2CCNCC2)F)=O)F 3-((5-(5-(difluoromethyl)-1,3,4-oxadiazole-2-yl)pyridine-2-yl)methyl)-5-fluoro-6-(piperazine-1-yl)benzo[d]oxazole-2(3H)-one